C([C@@H](O)C)(=O)O.[N+](=O)([O-])C1=C(C=CC=C1)N1C(=CC=C1)C=CC=NC(=NN)N N-{3-[1-(2-nitrophenyl)-1H-pyrrol-2-yl]-allylidene}-aminoguanidine L-lactic acid salt